FC1CC(C1)(C1=NC=CC=C1F)CNC1=NC=C(C=N1)N1C=C(C=C1)C(=O)NC {1-[2-({[3-fluoro-1-(3-fluoro(2-pyridyl))cyclobutyl]methyl}amino)pyrimidin-5-yl]pyrrol-3-yl}-N-methylcarboxamide